(2-methoxy-4-prop-1-enylphenyl) acetate Isoeugenyl-Acetate C1(=C(OC)C=C(C=CC)C=C1)CC(=O)O.C(C)(=O)OC1=C(C=C(C=C1)C=CC)OC